C1(=C(C(=CC(=C1)C)C)C1=NC=CC(=C1)C1=C(C=C(C=C1C)C)C)C 2,4-Dimesitylpyridine